C1(=CC=CC=C1)C1=C2CCN(CC2=CC=C1)C(=O)[C@H]1N(CCC1)C#N (S)-2-(5-phenyl-1,2,3,4-tetrahydroisoquinoline-2-carbonyl)pyrrolidine-1-carbonitrile